C1C=C[C@H](C2=C1NC3=CC=CC=C3N2)C(=O)O The molecule is a member of the class of phenazines that is 1,4,5,10-tetrahydrophenazine substituted at position 1 by a carboxy group (the R-enantiomer). It is a member of phenazines and an aromatic amino acid. It is a conjugate acid of a (1R)-1,4,5,10-tetrahydrophenazine-1-carboxylate.